6-(6-fluoro-4-methoxy-2-pyridyl)-5-methyl-2-(1-methylimidazol-4-yl)-7,8-dihydro-5H-pyrido[4,3-d]pyrimidine FC1=CC(=CC(=N1)N1C(C2=C(N=C(N=C2)C=2N=CN(C2)C)CC1)C)OC